Cl.C1(CCCC1)N1N=C(C=C1C1=NC=CC=C1C(F)(F)F)C(=O)N[C@H](CC(=O)O)CCN1CC(CCC1)(F)F (S)-3-(1-cyclopentyl-5-(3-(trifluoromethyl)pyridin-2-yl)-1H-pyrazole-3-carboxamido)-5-(3,3-difluoropiperidin-1-yl)pentanoic acid hydrochloride